17-(tosyloxy)-3,6,9,12,15-pentaoxaheptadecanoate S(=O)(=O)(C1=CC=C(C)C=C1)OCCOCCOCCOCCOCCOCC(=O)[O-]